ClC1=C(C=CC=C1)C1CC2(C1)NC(N(C2=O)C=2C(=NC=CC2OC)F)=O 2-(2-chlorophenyl)-7-(2-fluoro-4-methoxypyridin-3-yl)-5,7-diazaspiro[3.4]octane-6,8-dione